2-hydroxy-N-((5-(2-((8-methoxy-2-methyl-6-(trifluoromethyl)quinazolin-4-yl)thio)acetyl)thiophen-2-yl)methyl)acetamide OCC(=O)NCC=1SC(=CC1)C(CSC1=NC(=NC2=C(C=C(C=C12)C(F)(F)F)OC)C)=O